3-(6-methoxypyridin-3-yl)-5-(5-methyl-1-(1-methylpiperidin-4-yl)-1H-pyrazol-4-yl)-1H-pyrrolo[2,3-b]pyridine COC1=CC=C(C=N1)C1=CNC2=NC=C(C=C21)C=2C=NN(C2C)C2CCN(CC2)C